methyl 2-((1H-pyrrolo[2,3-b]pyridin-5-yl)oxy)-4-(2,2-dimethoxy-7-azaspiro[3.5]nonan-7-yl)benzoate N1C=CC=2C1=NC=C(C2)OC2=C(C(=O)OC)C=CC(=C2)N2CCC1(CC(C1)(OC)OC)CC2